sodium tetrafluoropropionate (tetrafluoropropionate) FC(C(C(=O)[O-])(F)F)F.FC(C(C(=O)O)(F)F)F.[Na+]